4-(2-(2,6-dichloro-9H-purin-9-yl)acetyl)benzonitrile ClC1=NC(=C2N=CN(C2=N1)CC(=O)C1=CC=C(C#N)C=C1)Cl